benzo[d][1,3]diazepin-2-one N=1C(N=CC=C2C1C=CC=C2)=O